Methyl (3S)-3-(1-ethyl-4-methyl-benzotriazol-5-yl)-2-methyl-3-[2-(2,3,5,6-tetramethylbenzoyl)-3,4-dihydro-1H-isoquinolin-7-yl]propanoate C(C)N1N=NC2=C1C=CC(=C2C)[C@@H](C(C(=O)OC)C)C2=CC=C1CCN(CC1=C2)C(C2=C(C(=CC(=C2C)C)C)C)=O